2-[[(9S)-4,5,13-trimethyl-7-[4-[2-(4-piperidyl)ethyl]phenyl]-3-thia-1,8,11,12-tetrazatricyclo[8.3.0.02,6]trideca-2(6),4,7,10,12-pentaen-9-yl]methyl]oxazole CC=1SC=2N3C(=NN=C3[C@@H](N=C(C2C1C)C1=CC=C(C=C1)CCC1CCNCC1)CC=1OC=CN1)C